{8-chloro-1-[trans-4-(pyridin-2-yloxy)cyclohexyl]-5,6-dihydro-4H-[1,2,4]triazolo[4,3-a][1]benzazepin-5-yloxy}ethanol ClC=1C=CC2=C(CC(CC=3N2C(=NN3)[C@@H]3CC[C@H](CC3)OC3=NC=CC=C3)OC(C)O)C1